CC(CC=CC=CO)CC 6-methyl-octadien-1-ol